C(#CCC)O.[Na] sodium butynol